ClC1=NC(=C2C(=NC(=NC2=C1F)SC)N1CCOCC(C1)(O)C)OC 4-(7-Chloro-8-fluoro-5-methoxy-2-(methylsulfanyl)-1,3,6-triaza-4-naphthyl)-6-methyl-1,4-oxazepan-6-ol